(1r,4r)-4-((3-(4-(2-(2-aminopyridin-3-yl)-5-phenyl-3H-imidazo[4,5-b]pyridin-3-yl)-3-methylphenyl)azetidin-1-yl)methyl)cyclohexane-1-carboxylic acid NC1=NC=CC=C1C1=NC=2C(=NC(=CC2)C2=CC=CC=C2)N1C1=C(C=C(C=C1)C1CN(C1)CC1CCC(CC1)C(=O)O)C